3-ureidopropyltriethoxy-silane N(C(=O)N)CCC[Si](OCC)(OCC)OCC